N[C@H](C(=O)NCC(=O)OCC)CC1=CC=C(C=C1)C(N)=O (S)-ethyl 2-(2-amino-3-(4-carbamoylphenyl)propanamido)acetate